BrC=1C=C2C(=NC(N(C2=CC1C(F)(F)F)C1=C(C=CC=C1)Cl)=O)NC 6-bromo-1-(2-chlorophenyl)-4-(methylamino)-7-(trifluoromethyl)-quinazolin-2(1H)-one